C(C)(=O)OCC1=C(N=C(O1)Cl)C(=O)OCC ethyl 5-(acetoxymethyl)-2-chlorooxazole-4-carboxylate